CNCCN1CCCCC1 2-methylaminoethyl-piperidine